5-(4-((2-ethyl-8-fluoro-3-oxo-3,4-dihydroquinoxalin-6-yl)methyl)piperazin-1-yl)-N,6-dimethylpicolinamide C(C)C1=NC2=C(C=C(C=C2NC1=O)CN1CCN(CC1)C=1C=CC(=NC1C)C(=O)NC)F